5-chloro-N2-(2-methoxy-4-(4-(4-methylpiperazin-1-yl)piperidin-1-yl)phenyl)-N4-(2-(trifluoromethyl)phenyl)pyrimidine-2,4-diamine ClC=1C(=NC(=NC1)NC1=C(C=C(C=C1)N1CCC(CC1)N1CCN(CC1)C)OC)NC1=C(C=CC=C1)C(F)(F)F